C[Si](CCCSP(OCCC[Si](OC)(OC)C)(=S)C)(OC)OC bis-(3-methyl-dimethoxysilyl-1-propyl)methyldithiophosphonate